Benzyl (3S,5S)-3-((8-ethyl-6-(4-(3-ethyl-2-oxopyrrolidin-1-yl)-2,3-difluorophenyl)-7-oxo-7,8-dihydropyrido[2,3-d]pyrimidin-2-yl)amino)-5-fluoropiperidine-1-carboxylate C(C)N1C(C(=CC2=C1N=C(N=C2)N[C@@H]2CN(C[C@H](C2)F)C(=O)OCC2=CC=CC=C2)C2=C(C(=C(C=C2)N2C(C(CC2)CC)=O)F)F)=O